C1(CC1)C1=C(C(=NO1)C1=C(C=CC=C1Cl)Cl)COC1CCN(CC1)C1=CC=C(C=N1)N1N=CC(NC1=O)=O 2-(6-(4-((5-cyclopropyl-3-(2,6-dichlorophenyl)isoxazol-4-yl)methoxy)piperidin-1-yl)pyridin-3-yl)-1,2,4-triazine-3,5(2H,4H)-dione